4,4'-biphenylbisboronic acid C1(=CC=C(C=C1)B(O)O)C1=CC=C(C=C1)B(O)O